C(=O)=C(/C=C/C1=CC=C(C=C1)NC(C)=O)C1=NC=CC=C1 (E)-N-(4-(3-carbonyl-3-(pyridin-2-yl)prop-1-enyl)phenyl)acetamide